OC(C(=O)O)C1=CC=CC=C1 Hydroxyphenyl-acetic acid